ClC1=NC(=C(C2=C1SC=C2OC)C(=O)OCC)C ethyl 7-chloro-3-methoxy-5-methylthieno[2,3-c]pyridine-4-carboxylate